1-(cyanomethyl)-5-((2-methylbenzenesulfonyl hydrazino) methyl)-1H-indole-2-carboxylate C(#N)CN1C(=CC2=CC(=CC=C12)CNNS(=O)(=O)C1=C(C=CC=C1)C)C(=O)[O-]